3,6-dimethyloctan CC(CC)CCC(CC)C